1-(3,6-dimethoxy-5-pentylpyrazin-2-yl)butan-2-amine COC=1C(=NC(=C(N1)CCCCC)OC)CC(CC)N